cinnamyl-[1-mesityl-4,5-dimethyl-3-(2,4,6-trimethylbenzyl)-1H-imidazol-2-ylidene]chloropalladium(II) C(C=CC1=CC=CC=C1)[Pd-2](Cl)=C1N(C(=C(N1CC1=C(C=C(C=C1C)C)C)C)C)C1=C(C=C(C=C1C)C)C